C1(=CCCC1)C1=CNC=2N=CN=C(C21)N[C@H]2CN(CCC2)C(C=C)=O (R)-1-(3-((5-(cyclopent-1-en-1-yl)-7H-pyrrolo[2,3-d]pyrimidin-4-yl)amino)piperidin-1-yl)prop-2-en-1-one